ClCC(=O)N1CCN(CC1)C(=O)OC(C)(C)C tert-butyl 4-(2-chloroacetyl)piperazine-1-carboxylate